CN1CCN(CC1)C=1C=NC(=NC1)NC1=NC2=C(C=CC=C2C=N1)C=1C=C(C=CC1)NC(C=C)=O N-(3-(2-((5-(4-methylpiperazin-1-yl)pyrimidin-2-yl)amino)quinazolin-8-yl)phenyl)acrylamide